C(#N)C1=C(C=CC=C1)[C@@H]([C@H](C)C=1N(C(C(=C(N1)C(=O)NC=1C=NOC1)O)=O)C)C1=NC(=NC=C1)C 2-((1r,2s)-1-(2-cyanophenyl)-1-(2-methylpyrimidin-4-yl)propan-2-yl)-5-hydroxy-N-(isoxazol-4-yl)-1-methyl-6-oxo-1,6-dihydropyrimidine-4-carboxamide